FC1=CC=C(C=C1)N1NC2=C3C(=NC(=C2C1=O)C1=CC(=CC=C1)C(F)(F)F)N(N=C3)C 2-(4-fluorophenyl)-6-methyl-4-(3-(trifluoromethyl)phenyl)-1,2-dihydrodipyrazolo[3,4-b:3',4'-d]pyridin-3(6H)-one